6-anilinomethyl-2,2,4-trimethyl-1,2-dihydroazanaphthalene N(C1=CC=CC=C1)CC=1C=C2C(=CC(NC2=CC1)(C)C)C